2-[(2-cyclohexylacetyl)amino]-4-[[2-methoxypropyl]-[4-(5,6,7,8-tetrahydro-1,8-naphthyridin-2-yl)butyl]amino]butanoic acid C1(CCCCC1)CC(=O)NC(C(=O)O)CCN(CCCCC1=NC=2NCCCC2C=C1)CC(C)OC